COC1CCN(CC1)C=1C=CC(=NC1)C1=CC(=CN1C)C(=O)OC methyl 5-[5-(4-methoxypiperidin-1-yl)pyridin-2-yl]-1-methyl-1H-pyrrole-3-carboxylate